4-[(E)-[(5,7-dimethoxy-1,1-dioxo-1,2-benzothiazol-3-yl)-(2-methoxyethyl)hydrazono]methyl]-2-methoxy-phenol COC=1C=C(C2=C(C(=NS2(=O)=O)N(\N=C\C2=CC(=C(C=C2)O)OC)CCOC)C1)OC